3-(aminomethyl)-6-chloro-5-(5-methylfuran-2-yl)pyrazin-2-amine NCC=1C(=NC(=C(N1)C=1OC(=CC1)C)Cl)N